OC=1C(=C(C=CC1)C1=CC=CC(=C1)C)C hydroxy-2,5'-dimethyl-biphenyl